Benzoic acid [4-(hydroxymethyl) phenyl]Ester OCC1=CC=C(C=C1)OC(C1=CC=CC=C1)=O